CN1CCC(=C1)C1=CC(=C(C(=C1)OC)OC)OC 1-methyl-4-(3,4,5-trimethoxyphenyl)-2,3-dihydropyrrole